2-propenoic acid, 4-(1,1-dimethylethyl)cyclohexyl ester C(C=C)(=O)OC1CCC(CC1)C(C)(C)C